N-ethyl-N-phenyl-3,8-diazabicyclo[3.2.1]octane-8-carboxamide C(C)N(C(=O)N1C2CNCC1CC2)C2=CC=CC=C2